(4-cyclopropyl-6-methoxypyrimidin-5-yl)boranediol C1(CC1)C1=NC=NC(=C1B(O)O)OC